hydroxybisphenol a OC1=C(O)C=CC(=C1)C(C)(C)C1=CC=C(C=C1)O